(2S)-N-[2-(1-benzylpiperidin-4-yl)ethyl]-4-[3-cyano-4-(trifluoromethoxy)phenyl]-2-methylpiperazine-1-carboxamide C(C1=CC=CC=C1)N1CCC(CC1)CCNC(=O)N1[C@H](CN(CC1)C1=CC(=C(C=C1)OC(F)(F)F)C#N)C